(1R,2S,5R)-menthyl-11-hydroxy-3,6,9-trioxaundecanoate [C@@H]1(CC(C(CC1)C(C)C)OC(COCCOCCOCCO)=O)C